(S)-2-(2-((tert-Butyldimethylsilyl)oxy)-1-(3-chloro-4-fluorophenyl)ethyl)-6-(4,4,5,5-tetramethyl-1,3,2-dioxaborolan-2-yl)-1H-pyrrolo[1,2-c]imidazol-3(2H)-one [Si](C)(C)(C(C)(C)C)OC[C@H](C1=CC(=C(C=C1)F)Cl)N1C(N2C(C1)=CC(=C2)B2OC(C(O2)(C)C)(C)C)=O